3-[[4-[[6-(5-chloro-1,3-benzoxazol-2-yl)spiro[3.3]heptan-2-yl]carbamoyl]-2-pyridinyl]sulfonyl]azetidine-1-carboxylic acid tert-butyl ester C(C)(C)(C)OC(=O)N1CC(C1)S(=O)(=O)C1=NC=CC(=C1)C(NC1CC2(C1)CC(C2)C=2OC1=C(N2)C=C(C=C1)Cl)=O